(R)-1-(pyrimidin-2-yl)-N-((6-(2,2,2-trifluoroethoxy)pyridazin-3-yl)methyl)ethan-1-amine N1=C(N=CC=C1)[C@@H](C)NCC=1N=NC(=CC1)OCC(F)(F)F